C(C)OC(\C(=C(/C)\C=1C=NC(=CC1)Cl)\C#N)=O (E)-3-(6-chloropyridin-3-yl)-2-cyanobut-2-enoic acid ethyl ester